6-bromo-7,8-dimethyl-[1,2,4]triazolo[4,3-a]pyridine BrC=1C(=C(C=2N(C1)C=NN2)C)C